methyl 2-(4-chloro-7-fluoro-1-oxo-[1,2,4]triazino[4,5-a]indol-2-yl)acetate ClC1=NN(C(C=2N1C=1C=C(C=CC1C2)F)=O)CC(=O)OC